N-[4-(3-chloro-4-cyano-phenoxy)cyclohexyl]-6-[2-(1,4-dioxaspiro[4.5]decan-8-yl)ethynyl]pyridazine-3-carboxamide ClC=1C=C(OC2CCC(CC2)NC(=O)C=2N=NC(=CC2)C#CC2CCC3(OCCO3)CC2)C=CC1C#N